N1(N=NN=C1)C[C@H](C)OC=1C=C(C=CC1Cl)C=1C=NC(=NC1)NC=1C(=NN(C1)C1CCC(CC1)N1CCOCC1)OCCC(C)OC 5-(3-(((S)-1-(1H-tetrazol-1-yl)propan-2-yl)oxy)-4-chlorophenyl)-N-(3-(3-methoxybutoxy)-1-((1r,4r)-4-morpholinocyclohexyl)-1H-pyrazol-4-yl)pyrimidin-2-amine